N1=CC=CC=C1.[N] nitrogen (pyridine)